N-((4,6-dimethyl-2-oxo-1,2-dihydropyridin-3-yl)methyl)-5-(6-(4-(dimethylamino)piperidin-1-yl)pyridin-3-yl)-3-(N-ethylcyclopentanecarboxamido)-2-methylbenzamide CC1=C(C(NC(=C1)C)=O)CNC(C1=C(C(=CC(=C1)C=1C=NC(=CC1)N1CCC(CC1)N(C)C)N(C(=O)C1CCCC1)CC)C)=O